N[C@H](C=1N=C2N(N=CC(=C2)[C@H](C(C)C)NC(CCC(F)(F)F)=O)C1)C1CCC(CC1)(F)F |o1:10| N-((S*)-1-(2-((S)-amino(4,4-difluorocyclohexyl)methyl)imidazo[1,2-b]pyridazin-7-yl)-2-methylpropyl)-4,4,4-trifluorobutanamide